N1C=NC=C1CC(COP(=O)(O)O)=O 1-(1H-imidazol-5-yl)-3-(phosphonooxy)-2-propanone